BrC1=C(C=C(S1)C(=O)N1C2CC(CC1CC2)NC([O-])=O)C2=CC(=C(C=C2)C#N)F 8-(5-bromo-4-(4-cyano-3-fluorophenyl)thiophen-2-carbonyl)-8-azabicyclo[3.2.1]octane-3-yl-carbamate